chlorothiane ClC1SCCCC1